ClC1=C(C=2N=C(N=C(C2C(=N1)OC)N[C@H]1C[C@H](CC1)C(=O)OC)SC)F methyl (1S,3R)-3-((7-chloro-8-fluoro-5-methoxy-2-(methylthio)pyrido[4,3-d]pyrimidin-4-yl)amino)cyclopentane-1-carboxylate